C(CCCCCCCCC)OCOCC\C=C/CC[Mg]I (3Z)-6-(decyloxymethoxy)-3-hexenyl-magnesium iodide